C(C)(C)(C)OC(=O)N1CC2(C1)CC(C2)CN2N=CC=C2C(F)(F)F 6-[[5-(trifluoromethyl)pyrazol-1-yl]methyl]-2-azaspiro[3.3]heptane-2-carboxylic acid tert-butyl ester